(R)-1-(3,5-dimethylpyridazin-4-yl)ethanol CC=1N=NC=C(C1[C@@H](C)O)C